C(CCCCCCCC)C(C(=O)OC)CC(=O)OC dimethyl nonylsuccinate